2-((((1S,3R)-3-aminocyclohexyl)amino)-5-(trifluoromethyl)pyrimidin-4-yl)-1H-indole-6-carbonitrile N[C@H]1C[C@H](CCC1)NC1=NC=C(C(=N1)C=1NC2=CC(=CC=C2C1)C#N)C(F)(F)F